FC1=CC=C(C=C1)[C@H](CN)N(C)C (R)-1-(4-fluorophenyl)-N1,N1-dimethylethane-1,2-diamine